(R)-1-benzyl-2-((benzyloxy)methyl)piperazine C(C1=CC=CC=C1)N1[C@H](CNCC1)COCC1=CC=CC=C1